tert-butyl (3-(7-((3-chloro-1-(oxetan-3-yl)-1H-pyrazol-4-yl)amino)-2-oxo-3-phenyl-3,4-dihydropyrimido[4,5-d]pyrimidin-1(2H)-yl)phenyl)carbamate ClC1=NN(C=C1NC1=NC=C2C(=N1)N(C(N(C2)C2=CC=CC=C2)=O)C=2C=C(C=CC2)NC(OC(C)(C)C)=O)C2COC2